BrC1=CC(N(C=C1)C1CC1)=O 4-bromo-1-cyclopropylpyridin-2(1H)-one